N-[5-[2-(difluoromethoxy)-5-(4-hydroxycyclohexoxy)-4-pyridyl]pyrazolo[1,5-a]pyridin-2-yl]cyclopropanecarboxamide FC(OC1=NC=C(C(=C1)C1=CC=2N(C=C1)N=C(C2)NC(=O)C2CC2)OC2CCC(CC2)O)F